NC=1C=2N(C=CN1)C(=NC2C2=C(C=C(C=C2)C(NC2=NC=CC(=C2)C(F)(F)F)=O)OCC)[C@@H]2C[C@@](CCC2)(C(=O)O)C(C)C (1R,3S)-3-[8-amino-1-(2-ethoxy-4-{[4-(trifluoromethyl)pyridin-2-yl]carbamoyl}phenyl)imidazo[1,5-a]pyrazin-3-yl]-1-(1-methylethyl)cyclohexanecarboxylic acid